(2R,3R,4S)-1-((S)-2-amino-3,3-dimethylbutyryl)-3-fluoro-4-hydroxy-N-(4-(4-methylthiazol-5-yl)benzyl)pyrrolidine-2-carboxamide N[C@H](C(=O)N1[C@@H]([C@H]([C@H](C1)O)F)C(=O)NCC1=CC=C(C=C1)C1=C(N=CS1)C)C(C)(C)C